1-(2-(2-hydroxyethoxy)ethyl)-6-((1-((1-methylcyclopropyl)sulfonyl)cyclopropyl)methyl)-7-oxo-4,5,6,7-tetrahydro-1H-pyrazolo[3,4-c]pyridine-3-carboxamide OCCOCCN1N=C(C2=C1C(N(CC2)CC2(CC2)S(=O)(=O)C2(CC2)C)=O)C(=O)N